2-(2-fluoro-3-(trifluoromethyl)benzyl)pyridin FC1=C(CC2=NC=CC=C2)C=CC=C1C(F)(F)F